C1(CCCCCC1)[C@@H](C=1N=C2N(N=C(C=C2)CC2(C(NCC(C2)C(F)(F)F)=O)C(=O)OC)C1)NC(=O)C1=CC=NN1CC methyl 3-((2-((S)-cycloheptyl(1-ethyl-1H-pyrazole-5-carboxamido)methyl)imidazo[1,2-b]pyridazin-6-yl)methyl)-2-oxo-5-(trifluoromethyl)piperidine-3-carboxylate